N(=[N+]=[N-])CC=1C=NN(C1)CC1=CC=C(C=C1)F 4-(azidomethyl)-1-(4-fluorobenzyl)-1H-pyrazole